OC1=C2C(CC(OC2=CC(=C1)O)C1=CC=C(C=C1)O)=O 5,7-dihydroxy-2-(4-hydroxy-phenyl)-2,3-dihydro-4H-chromen-4-one